tert-butyl N-[2-[(cyclopropylmethyl)amino]ethyl]carbamate C1(CC1)CNCCNC(OC(C)(C)C)=O